CC(COCC#C)(OC1=C(C=CC(=C1)COC1OCCCC1)C1=C(C=CC(=C1)OC)F)C 2-[2-(1,1-dimethyl-2-prop-2-ynyloxy-ethoxy)-2'-fluoro-5'-methoxy-biphenyl-4-ylmethoxy]-tetrahydro-pyran